ethyl 5-aminoindole-2-carboxylate NC=1C=C2C=C(NC2=CC1)C(=O)OCC